alpha-myrcene C=CC(CCCC(C)=C)=C